C(#N)C(C(=O)OC)(C)C1=CC=2N(C=C1)C(=CN2)C2=CC(=C(C(=C2)OC)C(NC2CC2)=O)OC(F)F methyl 2-cyano-2-[3-[4-(cyclopropylcarbamoyl)-3-(difluoromethoxy)-5-methoxy-phenyl]imidazo[1,2-a]pyridin-7-yl]propanoate